C(C)(C)(C)OC(=O)N1C2=C(OCC1)C(=CC(=N2)Br)Br 6,8-dibromo-2H,3H,4H-pyrido[3,2-b][1,4]Oxazine-4-carboxylic acid tert-butyl ester